CC1=C(C(=O)C=2C(=NN(C2O)C)C)C=CC(=C1OCCOC)S(=O)(=O)C 2-methyl-3-methoxyethoxy-4-methylsulfonyl-benzoyl-1,3-dimethyl-5-hydroxypyrazole